COC(C1=NC(=CC=C1)Cl)=O 6-chloropicolinic acid methyl ester